N1=CC=CC=2CCCC(C12)NCCCCN N'-(5,6,7,8-tetrahydroquinoline-8-yl)-butane-1,4-diamine